C(C)(C)(C)C1C=2C(=C(C(NC2C2=NC(=C(C=C2C1)OCCCOC)OC)=O)C(=O)NO)O 5-(tert-butyl)-N,4-dihydroxy-9-methoxy-8-(3-methoxypropoxy)-2-oxo-1,2,5,6-tetrahydro-1,10-phenanthroline-3-carboxamide